[1,4]Oxazine-6-carboxamide O1CC=NC=C1C(=O)N